COC(=O)C=1C=C(C=C(C1)C(=O)OC)B1OC(C)(C)C(C)(C)O1 3,5-bis(methoxycarbonyl)phenylboronic acid pinacol ester